tert-butyl 4-(4-bromo-3-fluorophenyl)-2,2-dimethyloxazolidine-3-carboxylate BrC1=C(C=C(C=C1)C1N(C(OC1)(C)C)C(=O)OC(C)(C)C)F